ClC1=CC(=NC(=C1)NC1=C(C=CC=C1)OC)C(=O)NC1=CC=CC=C1 4-Chloro-6-((2-methoxyphenyl)amino)-N-phenylpyridineamide